4-[(1S)-1-[[4-(2-Phenoxyethylamino)tetrahydropyran-4-carbonyl]amino]ethyl]benzoic acid, hydrochloride Cl.O(C1=CC=CC=C1)CCNC1(CCOCC1)C(=O)N[C@@H](C)C1=CC=C(C(=O)O)C=C1